4-METHYL-6-(PYRIDIN-2-YLETHYNYL)PYRIDIN-2-AMINE CC1=CC(=NC(=C1)C#CC1=NC=CC=C1)N